4-(4-cyano-2,3-dihydrobenzofuran-7-yl)-5-cyclopropoxy-2,8-dimethyl-1,4-dihydro-1,6-Naphthyridine-3-carboxylic acid benzyl ester C(C1=CC=CC=C1)OC(=O)C1=C(NC2=C(C=NC(=C2C1C1=CC=C(C=2CCOC21)C#N)OC2CC2)C)C